COC([C@@H]1N(CCC1)C1(CN(C1)C(=O)OC(C)(C)C)C[N+](=O)[O-])=O (1-(tert-butoxycarbonyl)-3-(nitromethyl)azetidin-3-yl)-D-proline methyl ester